C1(CCCC1)C[C@@H]1OCC2=CC(=CC=C2[C@@H]1C1=CC=C(C=C1)N1CCC(CC1)CN1CCN(CC1)C=1C=C2CN(C(C2=CC1)=O)[C@@H]1C(NC(CC1)=O)=O)O (S)-3-(5-(4-((1-(4-((3S,4S)-3-(cyclopentylmethyl)-7-hydroxyisochroman-4-yl)phenyl)piperidin-4-yl)methyl)piperazin-1-yl)-1-oxoisoindolin-2-yl)piperidine-2,6-dione